ClC1=NC(=NC(=C1O)Cl)C 4,6-dichloro-2-methylpyrimidin-5-ol